O(C1=CC=CC=C1)CC1CO1 3-phenoxy-1,2-epoxypropane